C(C1=CC=CC=C1)=C([C@H](O)[C@@H](O)[C@H](O)CO)O benzylenexylitol